C(=O)(OC(C)(C)C)N1CC=C(CC1)B1OC(C)(C)C(C)(C)O1 1-Boc-1,2,5,6-tetrahydropyridine-4-boronic acid pinacol ester